OC=1C(C(=CN2C1C1=CC(=C(C=C1CC2C(C)C)OCCCOC)OC)C(=O)O)=O 1-hydroxy-6-isopropyl-10-methoxy-9-(3-methoxypropoxy)-2-oxo-6,7-dihydro-2H-pyrido[2,1-a]isoquinoline-3-carboxylic acid